ClC1=CC=C2C(=C(NC2=C1Cl)C=1OC(=NN1)C)C=1C=NNC1 2-(6,7-dichloro-3-(1H-pyrazol-4-yl)-1H-indol-2-yl)-5-methyl-1,3,4-oxadiazole